FC(C(=O)O)(F)F.C(C)[C@@H]1N(CCNC1)C(C)=O (S)-2-Ethyl-1-(acetyl)piperazine trifluoroacetate salt